[(tert-butoxycarbonyl)amino]acetic acid C(C)(C)(C)OC(=O)NCC(=O)O